(2S)-2-(4-chlorophenyl)-1-[4-[(5R,7R)-7-hydroxy-5-methyl-6,7-dihydro-5H-cyclopenta[d]pyrimidin-4-yl]piperazin-1-yl]-3-(propan-2-ylamino)propan-1-one ClC1=CC=C(C=C1)[C@H](C(=O)N1CCN(CC1)C=1C2=C(N=CN1)[C@@H](C[C@H]2C)O)CNC(C)C